C(=C)C=1[N-]C=CC1 Vinylpyrrolid